5-[5-[[4-(difluoromethyl)-6-oxo-1H-pyridine-3-carbonyl]amino]-2-fluoro-4-[(3R,5S)-3,4,5-trimethylpiperazin-1-yl]phenyl]-3,6-dihydro-2H-pyridine-1-carboxylic acid FC(C=1C(=CNC(C1)=O)C(=O)NC=1C(=CC(=C(C1)C1=CCCN(C1)C(=O)O)F)N1C[C@H](N([C@H](C1)C)C)C)F